2-[(2S)-1,4-Dioxan-2-ylmethyl]-N-[2-(4-methylpyridin-2-yl)ethyl]-8-(trifluoromethyl)-4,5-dihydro-2H-furo[2,3-g]indazol-7-carboxamide O1[C@H](COCC1)CN1N=C2C3=C(CCC2=C1)OC(=C3C(F)(F)F)C(=O)NCCC3=NC=CC(=C3)C